2-(2-(1-((3-(1H-pyrazol-4-yl)pyrazolo[1,5-a]pyrimidin-5-yl)amino)ethyl)-4-fluorophenoxy)acetonitrile N1N=CC(=C1)C=1C=NN2C1N=C(C=C2)NC(C)C2=C(OCC#N)C=CC(=C2)F